BrC=1SC2=C(N1)C=C(C(=C2)O[C@H]2CCC([C@H]2O)(C)C)F |r| rac-cis-5-((2-bromo-5-fluorobenzo[d]thiazol-6-yl)oxy)-2,2-dimethylcyclopentanol